ClC1=NC=C(C(=N1)C1=CC(=NC=C1C(=O)OC)C)OC methyl 4-(2-chloro-5-methoxypyrimidin-4-yl)-6-methylnicotinate